C1(CCCCC1)N1C(=O)NC(=O)C(C1=O)C1=CC=CC=C1 1-cyclohexyl-5-phenylbarbituric acid